FC1=CC=C(C=C1)C1=C(CCC(C1)(C)C)CN1CCN(CCC1)C(=O)C=1C=C2CN(C(C2=CC1)=O)C1C(NC(CC1)=O)=O 3-(5-(4-((4'-fluoro-5,5-dimethyl-3,4,5,6-tetrahydro-[1,1'-biphenyl]-2-yl)methyl)-1,4-diazepan-1-carbonyl)-1-oxoisoindolin-2-yl)piperidine-2,6-dione